tert-butyl (1R,3s,5S)-3-((7-chloro-3-iodo-1,6-naphthyridin-5-yl)amino)-9-azabicyclo[3.3.1]nonane-9-carboxylate ClC1=NC(=C2C=C(C=NC2=C1)I)NC1C[C@H]2CCC[C@@H](C1)N2C(=O)OC(C)(C)C